C(C=C)(=O)N1CCN(CC1)C1(CCOCC1)C=1C=CC(=NC1)[C@H](C)NC=1N=CC2=C(N1)N(C(C=C2)=O)C(C)C 2-{[(1S)-1-{5-[4-(4-acryloylpiperazin-1-yl)tetrahydro-2H-pyran-4-yl]pyridin-2-yl}ethyl]amino}-8-(propan-2-yl)pyrido[2,3-d]pyrimidin-7(8H)-one